BrC1=C(N(C=N1)C)C1=CC(=NC=N1)NC(OC(C)(C)C)=O tert-butyl N-[6-(5-bromo-3-methylimidazol-4-yl)pyrimidin-4-yl]carbamate